C(C=C)N1N=CC=C1C 1-allyl-5-methyl-1H-pyrazole